2-(4-carboxyphenyl)-2-propylhydroperoxide C(=O)(O)C1=CC=C(C=C1)C(C)(C)OO